NCC(C#N)(C)C amino-2,2-dimethylpropanenitrile